[Cl-].C(C1=CC=CC=C1)[N+]1=CC=CC=C1 1-Benzylpyridin-1-ium Chloride